6-(2-methyl-1,3-thiazol-5-yl)-3-{2-[(piperidin-3-yl)amino]-5-(trifluoromethyl)pyrimidin-4-yl}-1H,6H,7H-pyrrolo[2,3-c]pyridin-7-one CC=1SC(=CN1)N1C(C2=C(C=C1)C(=CN2)C2=NC(=NC=C2C(F)(F)F)NC2CNCCC2)=O